O=S1(CCC(CC1)C=1C=CC(=NC1)C(=O)OC)=O methyl 5-(1,1-dioxido-tetrahydro-2H-thiopyran-4-yl)-picolinate